C(C1=CC=CC=C1)OC=1C(=C(C(=CC1)C)C1=C2C(=NC(=C1)C#N)N(C=C2C#N)C2=NC=CC=C2F)C 4-(3-(Benzyloxy)-2,6-dimethylphenyl)-1-(3-fluoropyridin-2-yl)-1H-pyrrolo[2,3-b]pyridine-3,6-dicarbonitrile